CN1N=C(C=2C(C1=O)=CC(N(C2)[C@]2(COCC2)C)=O)N[C@H](C)C2=C(C(=CC=C2)C(F)(F)F)C 2-methyl-4-(((R)-1-(2-methyl-3-(trifluoromethyl)phenyl)ethyl)amino)-6-((R)-3-methyltetrahydrofuran-3-yl)-2,6-dihydropyrido[3,4-d]pyridazine-1,7-dione